FC=1C=C(CN2N=CC=3C2=NC=C(C3)C(=O)O)C=CC1 1-(3-fluorobenzyl)-1H-pyrazolo[3,4-b]pyridine-5-carboxylic acid